COC(C1=C(C(=C(C=C1)N)NC[C@H]1OCC1)F)=O.C(C)[C@H]1N(C[C@@H](NC1)CC)C(C)C1=C(C=C(C=C1)F)OC (2R,5S)-2,5-diethyl-1-(1-(4-fluoro-2-methoxyphenyl)ethyl)piperazine (S)-Methyl-4-amino-2-fluoro-3-((oxetan-2-ylmethyl)amino)benzoate